tert-Butyl 6-bromo-4-fluoro-2-oxospiro[indoline-3,4'-tetrahydropyran]-1-carboxylate BrC1=CC(=C2C(=C1)N(C(C21CCOCC1)=O)C(=O)OC(C)(C)C)F